ClC=1C(=NC=CC1)N1NC(CC1)=O 1-(3-chloro-2-pyridyl)-3-pyrazolidinone